rac-(6S)-6-tert-butyl-N-[rac-(1R)-3-(methylamino)-1-[4-(6-oxo-1H-pyridin-3-yl)phenyl]propyl]-5,6,7,8-tetrahydrothieno[2,3-b]quinoline-2-carboxamide C(C)(C)(C)[C@@H]1CC=2C=C3C(=NC2CC1)SC(=C3)C(=O)N[C@H](CCNC)C3=CC=C(C=C3)C3=CNC(C=C3)=O |r|